BrC1=C(C=C2C(C(N(C2=C1)C)=O)(C)C)C(=O)OC methyl 6-bromo-1,3,3-trimethyl-2-oxo-indoline-5-carboxylate